N-(4-(2-(3-chloro-2-fluorophenyl)propyl)-6-(((R)-1-hydroxy-4-methylpent-2-yl)amino)-1,3,5-triazin-2-yl)methanesulfonamide ClC=1C(=C(C=CC1)C(CC1=NC(=NC(=N1)N[C@@H](CO)CC(C)C)NS(=O)(=O)C)C)F